1-{4-[4-(2-hydroxy-2-methyl-propionyl)-Phenyl]Phenyl}-2-methyl-Propane-1-one OC(C(=O)C1=CC=C(C=C1)C1=CC=C(C=C1)C(C(C)C)=O)(C)C